CC(CC(CC(CC(=O)O)\C=C\C1=CC=CC=C1)=O)C (E)-7-methyl-5-oxo-3-styryl-octanoic acid